C(C)#N.F[B-](F)(F)F.[Cu+] copper (I) tetrafluoroborate-acetonitrile